2,6-bis((di-tert-butylphosphino)methyl)pyridine C(C)(C)(C)P(C(C)(C)C)CC1=NC(=CC=C1)CP(C(C)(C)C)C(C)(C)C